IC=1C=NN(C1CO)C (4-iodo-1-methyl-1H-pyrazol-5-yl)methanol